(R)-N-(3-(1-((2-amino-5-chloropyridin-3-yl)oxy)ethyl)phenyl)-2-chloro-3-methoxybenzamide NC1=NC=C(C=C1O[C@H](C)C=1C=C(C=CC1)NC(C1=C(C(=CC=C1)OC)Cl)=O)Cl